(1S,2R,3R,5R)-3-(aminomethyl)-5-[5-(4-benzylthiophen-2-yl)pyrrolo[2,3-d]pyrimidin-7-yl]cyclopentane-1,2-diol NC[C@@H]1[C@H]([C@H]([C@@H](C1)N1C=C(C2=C1N=CN=C2)C=2SC=C(C2)CC2=CC=CC=C2)O)O